methyl quinoline-3-carboxylate N1=CC(=CC2=CC=CC=C12)C(=O)OC